5-bromo-3-(1-methoxyisoquinolin-6-yl)pyridin-2-amine BrC=1C=C(C(=NC1)N)C=1C=C2C=CN=C(C2=CC1)OC